SCC(C)N thiyl-propan-2-amine